(1-acetyl-4-piperidyl)methyl 4-(3-hydroxy-3-methyl-but-1-ynyl)-2,6-dimethyl-7-oxo-1H-pyrrolo[2,3-c]pyridine-3-carboxylate OC(C#CC=1C2=C(C(N(C1)C)=O)NC(=C2C(=O)OCC2CCN(CC2)C(C)=O)C)(C)C